N-(3-(4-amino-3-hydroxybutanamido)-2-hydroxypropyl)-4-((3-(2,3-difluoro-4-methoxyphenyl)imidazo[1,2-a]pyrazin-8-yl)amino)-2-ethylbenzamide hydrochloride Cl.NCC(CC(=O)NCC(CNC(C1=C(C=C(C=C1)NC=1C=2N(C=CN1)C(=CN2)C2=C(C(=C(C=C2)OC)F)F)CC)=O)O)O